[Si](C)(C)(C(C)(C)C)OC[C@]1(O[C@H]([C@H]2[C@@H]1OC(O2)(C)C)C2=CSC1=C2N=CN=C1NC(OC(C)(C)C)=O)C#N tert-butyl (7-((3aS,4S,6R,6aS)-6-(((tert-butyldimethylsilyl)oxy)methyl)-6-cyano-2,2-dimethyltetrahydrofuro[3,4-d][1,3]dioxol-4-yl)thieno[3,2-d]pyrimidin-4-yl)carbamate